ClCC1=C(C(=NC=C1)C=1C=C2CN(C(C2=CC1)=O)C1C(NC(CC1)=O)=O)OC 3-(5-(4-(chloromethyl)-3-methoxypyridin-2-yl)-1-oxoisoindolin-2-yl)piperidine-2,6-dione